C(CCCCCCCCCCCCCCC)(=O)NCCCCCCC(C)(C)N(P(OCCC#N)[O-])C(C)C 2-Cyanoethyl (6-palmitamidohexyl)diisopropylphosphoramidite